5-(2,5-Diiodo-4-methoxy-phenoxy)-pyrimidine-2,4-diamine IC1=C(OC=2C(=NC(=NC2)N)N)C=C(C(=C1)OC)I